C(C)(C)(C)OC(=O)N1CC(C1)C1=CC(=C2C=NN(C2=C1)C)C1=C(C(=O)O)C=C(C=C1)F 2-(6-{1-[(tert-Butyloxy)carbonyl]azetidin-3-yl}-1-methyl-1H-indazol-4-yl)-5-fluorobenzoic acid